NC1=NC(=C(C=2N1C(N(N2)CCC(F)F)=O)Br)C2=CC=CC=C2 5-amino-8-bromo-2-(3,3-difluoropropyl)-7-phenyl-[1,2,4]triazolo[4,3-c]pyrimidin-3(2H)-one